S(=O)(=O)(O)C1=CC=C(C)C=C1.CNCC(=O)O methyl-glycine tosylate